C(C)(=O)OCC(F)(F)F 2,2,2-trifluoroethyl acetate